ethyl 5,5-difluoro-2-oxocycloheptane-1-carboxylate FC1(CCC(C(CC1)C(=O)OCC)=O)F